8,9-dihydro-1H-dibenzo[b,f][1,2,3]triazolo[4,5-d]azocin N1N=NC=2C3=C(NCC4=C(C21)C=CC=C4)C=CC=C3